Bis(p-tert-butoxyphenyl)phenylsulfonium p-toluenesulfonate salt CC1=CC=C(C=C1)S(=O)(=O)[O-].C(C)(C)(C)OC1=CC=C(C=C1)[S+](C1=CC=CC=C1)C1=CC=C(C=C1)OC(C)(C)C